NC=1C(=NC(=C(N1)F)C1=CC(=C(C=C1)N1CCOCC1)CN(C)C)C=1C=C2C(=C(NC(C2=C(C1)F)=O)C)Cl 6-(3-amino-6-(3-((dimethylamino)methyl)-4-morpholinophenyl)-5-fluoropyrazin-2-yl)-4-chloro-8-fluoro-3-methylisoquinolin-1(2H)-one